(1S,2R)-5,7-Dichloro-2,3-dihydro-1H-inden-1,2-diyl-dicarbamat ClC=1C=C2C[C@H]([C@H](C2=C(C1)Cl)NC([O-])=O)NC([O-])=O